N-[3-fluoro-4-[[7-methoxy-6-(2-methoxyethoxy)-1,5-naphthyridin-4-yl]oxy]phenyl]-5-(4-fluorophenyl)-6-(hydroxymethyl)-1-methyl-4-oxopyridine-3-carboxamide FC=1C=C(C=CC1OC1=CC=NC2=CC(=C(N=C12)OCCOC)OC)NC(=O)C1=CN(C(=C(C1=O)C1=CC=C(C=C1)F)CO)C